(R)-4'-methoxy-N-(piperidin-3-yl)-N-(quinolin-2-yl)-[1,1'-biphenyl]-3-carboxamide COC1=CC=C(C=C1)C1=CC(=CC=C1)C(=O)N(C1=NC2=CC=CC=C2C=C1)[C@H]1CNCCC1